3-isopropyl-5-(3-(2-methoxypyridin-3-yl)pyrazolo[1,5-a]pyrimidin-5-yl)-4,5,6,7-tetrahydro-3H-imidazo[4,5-c]pyridine C(C)(C)N1C=NC2=C1CN(CC2)C2=NC=1N(C=C2)N=CC1C=1C(=NC=CC1)OC